rac-(4S,6S)-4-fluoro-6-phenyl-5,6-dihydro-4H-pyrrolo[1,2-b]pyrazole-2-carboxylic acid F[C@H]1C[C@H](N2N=C(C=C21)C(=O)O)C2=CC=CC=C2 |r|